C(CCC)C=1N(C(=C(N1)Cl)C(=O)OCC)CC1=CC(=C(C=C1)C1=C(C=CC=C1)S(N(COCCOC)C1=NSC(=C1C)C)(=O)=O)COCC ethyl 2-butyl-4-chloro-1-((2'-(N-(4,5-dimethylisothiazol-3-yl)-N-((2-methoxyethoxy) methyl) sulfamoyl)-2-(ethoxymethyl)-[1,1'-biphenyl]-4-yl) methyl)-1H-imidazole-5-carboxylate